4-amino-2-(tert-butoxycarbonylamino)-4-oxobutanoic acid NC(CC(C(=O)O)NC(=O)OC(C)(C)C)=O